3-[3-methylbicyclo[1.1.1]pentan-1-yl]-3-oxopropanenitrile CC12CC(C1)(C2)C(CC#N)=O